4-((5-(benzyloxy)-2-methylbenzofuran-3-carboxamido)methyl)piperidine-1-carboxylic acid tert-butyl ester C(C)(C)(C)OC(=O)N1CCC(CC1)CNC(=O)C1=C(OC2=C1C=C(C=C2)OCC2=CC=CC=C2)C